C(CC)OC1=NC=CC=C1C(=O)N 2-propoxypyridine-3-carboxamide